NC1=C2N=CN(C2=NC=N1)CC(=O)NCCCCC(CN(CCCCCCCC(=O)OC(CCCCCCCC)CCCCCCCC)CCCCCC(OCCCCCCCCCCC)=O)O heptadecan-9-yl 8-((6-(2-(6-amino-9H-purin-9-yl)acetamido)-2-hydroxyhexyl)(6-oxo-6-(undecyloxy)hexyl)amino)octanoate